rac-(6R,9R)-9-(4-bromophenyl)-6-methyl-1,4-dioxa-8-Azaspiro[4.5]Decane BrC1=CC=C(C=C1)[C@@H]1NC[C@H](C2(OCCO2)C1)C |r|